3,4-dibromopyrrole-2,5-dione BrC=1C(NC(C1Br)=O)=O